(R)-4-(6-(3-(aminomethyl)pyrrolidin-1-yl)pyridin-3-yl)-6-(1-methyl-1H-pyrazol-4-yl)pyrazolo[1,5-a]pyrazine-3-carbonitrile NC[C@@H]1CN(CC1)C1=CC=C(C=N1)C=1C=2N(C=C(N1)C=1C=NN(C1)C)N=CC2C#N